tert-butyl (2S,6S)-4-[2-[2-[tert-butyl(dimethyl)silyl]oxyethoxy]-4-[(7-fluoro-2-methyl-indazol-5-yl)carbamoyl]-1,3-benzothiazol-7-yl]-2,6-dimethyl-piperazine-1-carboxylate [Si](C)(C)(C(C)(C)C)OCCOC=1SC2=C(N1)C(=CC=C2N2C[C@@H](N([C@H](C2)C)C(=O)OC(C)(C)C)C)C(NC2=CC1=CN(N=C1C(=C2)F)C)=O